4,6,8,10-tetraphenyl-5,9-dioxa-13b-boranaphtho[3,2,1-de]anthracene C1(=CC=CC=C1)C=1C=2OC=3C(=CC(=C4OC=5C(=CC=CC5B(C34)C2C=CC1)C1=CC=CC=C1)C1=CC=CC=C1)C1=CC=CC=C1